CP(C1=C2N=CC=NC2=CC=C1NC=1C2=C(N=C(N1)NC1=CC(=C(C=3CCOC31)N3CCN(CC3)C)C)NC=C2)(C)=O Dimethyl(6-((2-((5-methyl-4-(4-methylpiperazin-1-yl)-2,3-dihydrobenzofuran-7-yl)amino)-7H-pyrrolo[2,3-d]pyrimidin-4-yl)amino)quinoxalin-5-yl)phosphine oxide